Barium periodate I(=O)(=O)(=O)[O-].[Ba+2].I(=O)(=O)(=O)[O-]